maleic acid monolaurate C(CCCCCCCCCCC)(=O)O.C(\C=C/C(=O)O)(=O)O